ClCC=1N(C(C2=CC=CC=C2C1)=O)C1=C(C=C(C(=C1)C(F)(F)F)F)OC(C)C 3-(chloromethyl)-2-(4-fluoro-2-isopropoxy-5-(trifluoromethyl)phenyl)isoquinolin-1(2H)-one